N[C@@H]([C@@H](C(=O)N[C@](C(=O)O)(CC)C1=CC(=CC=C1)OC(F)(F)F)O)CC1=CC=CC=C1 (R)-2-((2S,3R)-3-amino-2-hydroxy-4-phenylbutanamido)-2-(3-(trifluoromethoxy)phenyl)butanoic acid